NC=1C=C2C=C(C(N(C2=CC1)C)=O)OCC(C)=O 6-amino-1-methyl-3-(2-oxopropoxy)-1,2-dihydroquinolin-2-one